ClC1=CC=2N(C=C1)N=CC2C2=CN=C(S2)C(=O)NCC2=NC=CC(=C2)NS(=O)(=O)C2CC2 5-{5-chloropyrazolo[1,5-a]pyridin-3-yl}-N-[(4-cyclopropanesulfonamidopyridin-2-yl)methyl]-1,3-thiazole-2-carboxamide